imidazo[1,2-a]pyrimidine-amine N=1C(=CN2C1N=CC=C2)N